1,2,4,5-tetrakis(di-t-butylphosphinomethyl)benzene C(C)(C)(C)P(C(C)(C)C)CC1=C(C=C(C(=C1)CP(C(C)(C)C)C(C)(C)C)CP(C(C)(C)C)C(C)(C)C)CP(C(C)(C)C)C(C)(C)C